C(CCCCCCC\C=C/C\C=C/CCCCC)(=O)OCCCC(CCCOC(CCC(OCCCC\C=C/CC)OCCCC\C=C/CC)=O)O 7-((4,4-bis(((Z)-oct-5-en-1-yl)oxy)butanoyl)oxy)-4-hydroxyheptyl (9Z,12Z)-octadeca-9,12-dienoate